5-amino-8-(2,6-dimethyl-4-pyridyl)-2-(oxazol-4-ylmethyl)-7-phenyl-[1,2,4]triazolo[4,3-c]pyrimidin-3-one NC1=NC(=C(C=2N1C(N(N2)CC=2N=COC2)=O)C2=CC(=NC(=C2)C)C)C2=CC=CC=C2